C1(=CC=CC=C1)C(C1=CC=CC=C1)=NC1=CC(=C(CC=2C=C(C(N(N2)CC2=CC=C(C=C2)OC)=O)C2(CCCC2)C)C(=C1)C)C 6-(4-((diphenylmethylene)amino)-2,6-dimethylbenzyl)-2-(4-methoxybenzyl)-4-(1-methylcyclopentyl)pyridazin-3(2H)-one